COCCOC1=CC(=NC2=CC=C(C=C12)NC(=O)C1C(C1)C)C1=CN=CS1 N-(4-(2-methoxyethoxy)-2-(thiazol-5-yl)quinolin-6-yl)-2-methylcyclopropane-1-carboxamide